2-(5-((tert-butyldiphenylsilyl)oxy)-4-(((tert-butyldiphenylsilyl)oxy)methyl)pentyl)-1,8-naphthyridine [Si](C1=CC=CC=C1)(C1=CC=CC=C1)(C(C)(C)C)OCC(CCCC1=NC2=NC=CC=C2C=C1)CO[Si](C1=CC=CC=C1)(C1=CC=CC=C1)C(C)(C)C